n-Hexyl 2-methylbutanoate CCCCCCOC(=O)C(C)CC